C1(CC1)C1=CC(=C(C=C1F)NC1=CC(=NC=C1C(=O)NOCC)NC1=NC=CC=N1)N(S(=O)(=O)C)C 4-((4-cyclopropyl-5-fluoro-2-(N-methyl-methanesulfonamido)phenyl)amino)-N-ethoxy-6-(pyrimidin-2-yl-amino)nicotinamide